6-(5-chloro-3-(cyclohex-1-en-1-yl)-7-methoxy-2-phenylpyrazolo[1,5-a]pyrimidin-6-yl)quinoxaline ClC1=NC=2N(C(=C1C=1C=C3N=CC=NC3=CC1)OC)N=C(C2C2=CCCCC2)C2=CC=CC=C2